C(C)(C)(C)OC(NC/C(=C\F)/COC=1C=NC(=NC1)N1CC(NC(C1)=O)(C)C)=O N-[(E)-2-[[2-(3,3-dimethyl-5-oxo-piperazin-1-yl)pyrimidin-5-yl]oxymethyl]-3-fluoro-allyl]carbamic acid tert-butyl ester